azacyclododecan-12-amine N1CCCCCCCCCCC1N